C1(=CC=C(C=C1)OC1(CCC(CC1)C#N)C#C)C1=CC=CC=C1 4-([1,1'-biphenyl]-4-yloxy)-4-ethynylcyclohexane-1-carbonitrile